3-(4-(3,3-bis(hydroxymethyl)azetidin-1-yl)-1-(4-(trifluoromethoxy)phenyl)-1H-pyrazolo[3,4-b]pyridin-3-yl)azetidine-1-carboxylic acid tert-butyl ester C(C)(C)(C)OC(=O)N1CC(C1)C1=NN(C2=NC=CC(=C21)N2CC(C2)(CO)CO)C2=CC=C(C=C2)OC(F)(F)F